N-palmitoyl-ethanoamide C(CCCCCCCCCCCCCCC)(=O)NC(C)=O